N-octacosyl-phthalamic acid C(CCCCCCCCCCCCCCCCCCCCCCCCCCC)NC(C=1C(C(=O)O)=CC=CC1)=O